3-[6-chloro-3-[[(1R)-1-[2-(4,4-dimethyl-1-piperidyl)-3,6-dimethyl-4-oxo-chromen-8-yl]ethyl]amino]-2-pyridyl]-2-fluoro-6-hydroxy-benzaldehyde ClC1=CC=C(C(=N1)C=1C(=C(C=O)C(=CC1)O)F)N[C@H](C)C=1C=C(C=C2C(C(=C(OC12)N1CCC(CC1)(C)C)C)=O)C